(2R,4R)-N-((S)-1-((4-amidino-2-chlorobenzyl)amino)-1-oxopropan-2-yl)-4-phenylpyrrolidine-2-carboxamide bis-trifluoroacetate FC(C(=O)O)(F)F.FC(C(=O)O)(F)F.C(N)(=N)C1=CC(=C(CNC([C@H](C)NC(=O)[C@@H]2NC[C@H](C2)C2=CC=CC=C2)=O)C=C1)Cl